FC1=CC=C(C=C1)[C@H](C)C1=C(N=CC(=N1)C(=O)N)N[C@H]1CN(CC1)C 6-((S)-1-(4-fluorophenyl)ethyl)-5-(((R)-1-methylpyrrolidin-3-yl)amino)pyrazine-2-carboxamide